FC=1C(=NC=C(C1)F)CNC(=O)C=1N=C(OC1C)N1CCC(CC1)N1C[C@@H](CCC1)C N-[(3,5-difluoropyridin-2-yl)methyl]-5-methyl-2-[(3R)-3-methyl-[1,4'-bipiperidin]-1'-yl]-1,3-oxazole-4-carboxamide